5-(tetrahydrofuran-2-yl)isoxazole-3-carboxylic acid O1C(CCC1)C1=CC(=NO1)C(=O)O